CC1=CC=C(C=C1)S(=O)(=O)NCC1=CC(=CC=C1)C1=CC=NC=2NC(CCC12)=O 4-methyl-N-(3-(7-oxo-5,6,7,8-tetrahydro-1,8-naphthyridin-4-yl)benzyl)benzenesulfonamide